O.[I-].[Cd].[NH4+] ammonium cadmium iodide monohydrate